(E)-ethyl 3-(5-(2-(4-chlorobenzoyl)-4-methoxyphenyl)-1-methyl-2-oxo-1,2-dihydropyridin-4-yl)acrylate ClC1=CC=C(C(=O)C2=C(C=CC(=C2)OC)C=2C(=CC(N(C2)C)=O)/C=C/C(=O)OCC)C=C1